(S)-3-(methyl-(quinolin-5-yl)amino)pyrrolidine-1-carboxylic acid tert-butyl ester C(C)(C)(C)OC(=O)N1C[C@H](CC1)N(C1=C2C=CC=NC2=CC=C1)C